FC(COCCN(CCCC(=O)O)CCCCC1=NC=2NCCCC2C=C1)F 4-((2-(2,2-difluoroethoxy)ethyl)(4-(5,6,7,8-tetrahydro-1,8-naphthyridin-2-yl)butyl)amino)butanoic acid